FC1=C(C(=O)C2=NNC3=NC=C(C=C32)C3=CC=C(C(=O)N)C=C3)C(=CC=C1NS(=O)(=O)CCC)F 4-(3-(2,6-difluoro-3-(propylsulphonamido)benzoyl)-1H-pyrazolo[3,4-b]pyridin-5-yl)benzamide